thiazole-2-carboximidamide hydrochloride Cl.S1C(=NC=C1)C(N)=N